2-(4-Chloro-phenoxy)-N-(5,6-dimethoxy-benzothiazol-2-yl)-2-(4-ethanesulfonyl-phenyl)-acetamide ClC1=CC=C(OC(C(=O)NC=2SC3=C(N2)C=C(C(=C3)OC)OC)C3=CC=C(C=C3)S(=O)(=O)CC)C=C1